O=C1C2(C=3C(=NC=CC3)N1)CCC1=C(N=C(O1)C(=O)OC)C2 methyl 2'-oxo-1',2',6,7-tetrahydro-4H-spiro[benzo[d]oxazol-5,3'-pyrrolo[2,3-b]pyridine]-2-carboxylate